4-(9H-carbazole-9-yl)phenyl-N,N'-diphenylstilbene-4,4'-diamine C1=CC=CC=2C3=CC=CC=C3N(C12)C1=CC=C(C=C1)C1=C(C=CC(=C1)NC1=CC=CC=C1)C=CC1=CC=C(C=C1)NC1=CC=CC=C1